3,3-dimethylpiperidine-2-carboxylic acid hydrochloride Cl.CC1(C(NCCC1)C(=O)O)C